CN(C)CC1=C(C=CC(=C1)CN(C)C)O 2,4-Bis-(dimethylaminomethyl)phenol